(thiophen-2-yl)-1-(3,5,6-trimethylpyrazin-2-yl)-1H-pyrazol-5-ol S1C(=CC=C1)C1=NN(C(=C1)O)C1=NC(=C(N=C1C)C)C